3-OXO-3-[2-(TRIFLUOROMETHYL)PHENYL]PROPANAL O=C(CC=O)C1=C(C=CC=C1)C(F)(F)F